ClC1=NC(=C2C(=N1)N(N=C2)[C@H]2[C@@H]([C@@H]([C@H](O2)COCP(O)(O)=O)O)O)N2CC1(C2)CCCCC1 ((((2R,3S,4R,5R)-5-(6-chloro-4-(2-azaspiro[3.5]nonan-2-yl)-1H-pyrazolo[3,4-d]pyrimidin-1-yl)-3,4-dihydroxytetrahydrofuran-2-yl)methoxy)methyl)phosphonic acid